5-chloro-N-(5-{[(2R)-2-methylpyrrolidin-1-yl]methyl}-4-[4-(trifluoromethyl)thiophen-2-yl]-1,3-thiazol-2-yl)pyrazine-2-carboxamide ClC=1N=CC(=NC1)C(=O)NC=1SC(=C(N1)C=1SC=C(C1)C(F)(F)F)CN1[C@@H](CCC1)C